C[C@]12CC[C@@H](C[C@@H]1CC[C@@H]3[C@@H]2CC[C@]4([C@H]3CCC4=O)C)O 5α-androstan-3β-ol-17-one